tert-butyl (2R,6S)-4-[8-({8-fluoro-2-methylimidazo[1,2-a]pyridin-6-yl}carbamoyl)-2-methylquinoxalin-5-yl]-2,6-dimethylpiperazine-1-carboxylate FC=1C=2N(C=C(C1)NC(=O)C=1C=CC(=C3N=CC(=NC13)C)N1C[C@H](N([C@H](C1)C)C(=O)OC(C)(C)C)C)C=C(N2)C